N-[[4,5-dichloro-2-(prop-2-en-1-yloxy)phenyl]([2-[(4R)-2,2-dimethyl-1,3-dioxolane-4-carbonyl]-2-azabicyclo[2.2.1]heptan-5-yl])methyl]-2-methylpropane-2-sulfinamide ClC1=CC(=C(C=C1Cl)C(NS(=O)C(C)(C)C)C1C2CN(C(C1)C2)C(=O)[C@@H]2OC(OC2)(C)C)OCC=C